methyl 2-((1-(3,6-dimethyl-2-(methylthio)-4-oxo-3,4-dihydroquinazolin-8-yl)ethyl)amino)benzoate CN1C(=NC2=C(C=C(C=C2C1=O)C)C(C)NC1=C(C(=O)OC)C=CC=C1)SC